C1(=CC=CC=C1)CCCC(=O)N 4-phenyl-butanamide